ClC1=NC=C(C(=N1)C1=C(C=2C(N(C=C(C2S1)C(C)C)C)=O)C)F (2-chloro-5-fluoropyrimidin-4-yl)-7-isopropyl-3,5-dimethylthieno[3,2-c]pyridin-4(5H)-one